FC12CC(C1)(C2)C=CCCCCCCCCCCCCCCCCCCC(=O)O 21-(3-fluoro-bicyclo[1.1.1]pent-1-yl)heneicosa-20-enoic acid